FC1=CC2=C(N(C(N=C2)=O)C=2C(=NC=CC2C)SC(C)C)N=C1C1=C(C=CC=C1O)F 6-fluoro-7-(2-fluoro-6-hydroxyphenyl)-1-(2-(isopropylthio)-4-methylpyridin-3-yl)pyrido[2,3-d]pyrimidin-2(1H)-one